CON1CCC2(CC1)C(C=1C(=NC=CC1)C2)=O methoxy-5-oxo-spiro[7H-cyclopenta[b]pyridine-6,4'-piperidine]